BrC1=CC(=C(C(=C1)OCC1=CC=C(C=C1)OC)N1CC(NS1(=O)=O)=O)F 5-(4-bromo-2-fluoro-6-[(4-methoxyphenyl)methoxy]phenyl)-1,1-dioxo-1,2,5-thiadiazolidin-3-one